O=C(CN1C(N(C(=CC1=O)C(F)(F)F)COCC[Si](C)(C)C)=O)C 3-(2-oxopropyl)-6-(trifluoromethyl)-1-(2-trimethylsilylethoxymethyl)pyrimidine-2,4-dione